OCCOC(C=C)=O.BrC1=C(C=C2C=NC=NC2=C1)[N+](=O)[O-] 7-bromo-6-nitroquinazoline (2-hydroxyethyl)acrylate